C(CCCCCCCCCCC)(=O)OCCN1CCOCC1 2-Morpholinoethyl laurate